(R)-5'-ethynyl-N-(1-(4-fluorophenyl)ethyl)-[3,3'-bipyridin]-6-amine C(#C)C=1C=C(C=NC1)C=1C=NC(=CC1)N[C@H](C)C1=CC=C(C=C1)F